2-(4,4-difluoroazepan-1-yl)-7-fluoro-N-(2-sulfamoylpyridin-4-yl)quinoline-3-carboxamide FC1(CCN(CCC1)C1=NC2=CC(=CC=C2C=C1C(=O)NC1=CC(=NC=C1)S(N)(=O)=O)F)F